CC1=NN(C(=C1)C)C=1C=CC(N(N1)C1CCN(CC1)C(=O)C1=NN(N=C1)C1=CC=CC=C1)=O 6-(3,5-dimethylpyrazol-1-yl)-2-[1-(2-phenyltriazole-4-carbonyl)piperidin-4-yl]pyridazin-3-one